ethyl (Z)-3-amino-3-cyclopropylacrylate N\C(=C/C(=O)OCC)\C1CC1